N1(CCC1)C1=NC(=CC(=N1)OC1CCC1)CCCCCCCCCCCCCC Azetidin-1-yl-4-cyclobutanoxy-6-tetradecylpyrimidine